COC(=O)N1C(CCCC1)C=O 2-FORMYL-1-PIPERIDINECARBOXYLIC ACID METHYL ESTER